(trans-3-(benzyloxy)cyclobutyl)methanol C(C1=CC=CC=C1)O[C@@H]1C[C@H](C1)CO